ClCC1=C(C(=NC=C1OC)C)F 4-(chloromethyl)-3-fluoro-5-methoxy-2-methylpyridine